BrC1=CC=2N(C=C1)N=C(C2)CC 5-bromo-2-ethylpyrazolo[1,5-a]pyridin